CC1(CN(CC(N1)C=1C(=C2COC(C2=CC1)=O)C)CC1=NN(N=C1C)C1=NC=C(C#N)C(=C1)C)C 6-(4-((3,3-dimethyl-5-(4-methyl-1-oxo-1,3-dihydroisobenzofuran-5-yl)piperazin-1-yl)methyl)-5-methyl-2H-1,2,3-triazol-2-yl)-4-methylnicotinonitrile